N-(5-(2,2-dimethyl-2,3-dihydro-[1,4]dioxino[2,3-b]pyridin-6-yl)-4-((4-(2-hydroxy-2-methylpropoxy)-6-(methylsulfonyl)pyridin-2-yl)amino)pyridin-2-yl)acetamide CC1(OC=2C(=NC(=CC2)C=2C(=CC(=NC2)NC(C)=O)NC2=NC(=CC(=C2)OCC(C)(C)O)S(=O)(=O)C)OC1)C